OC(CCCC(=O)OC)S(=O)O 1-Hydroxy-5-methoxy-5-oxopentane-1-sulfinic acid